C(C1=CC=CC=C1)(C1=CC=CC=C1)(C1=CC=CC=C1)N1C=NC(=C1)C1=C(\C=C\2/CCC=3C=NNC3C2=O)C=CC=C1 (E)-6-(2-(1-trityl-1H-imidazol-4-yl)benzylidene)-5,6-dihydro-1H-indazol-7(4H)-one